C(C)C(CN1C(=C(C(C=C1)=O)OC1OCCCC1)C=O)CCCC N-(2-ethylhexyl)-2-formyl-3-tetrahydropyranyloxypyridin-4-one